C1(=C2N(C=N1)CCC2)C(C(=O)NC=2SC=CN2)N2C(C1=C(C=C(C=C1C=C2)C2=CC=C(C=C2)C2CCN(CC2)C)F)=O 2-(6,7-Dihydro-5H-pyrrolo[1,2-c]imidazol-1-yl)-2-(8-fluoro-6-(4-(1-methylpiperidin-4-yl)phenyl)-1-oxoisoquinolin-2(1H)-yl)-N-(thiazol-2-yl)acetamide